FC(C(=O)O)(F)F.FC1([C@@H](C1)C(=O)NC1(CNC1)C)F (S)-2,2-difluoro-N-(3-methylazetidin-3-yl)cyclopropane-1-carboxamide trifluoroacetate